ClC1=CN=CC(=N1)C(=O)N(CC)CC 6-chloro-N,N-diethylpyrazine-2-carboxamide